N-[4-(Chlorodifluoromethoxy)phenyl]-1-methyl-5-(1-methyl-1H-pyrazol-5-yl)-6-oxo-1,6-dihydropyridine-3-carboxamide ClC(OC1=CC=C(C=C1)NC(=O)C1=CN(C(C(=C1)C1=CC=NN1C)=O)C)(F)F